2-(3-chlorophenyl)-6-(4-chlorophenyl)-3-oxo-2,3-dihydropyridazine-4-carbonyl chloride ClC=1C=C(C=CC1)N1N=C(C=C(C1=O)C(=O)Cl)C1=CC=C(C=C1)Cl